7-bromo-8-fluoro-1H-quinoxalin-2-one BrC1=CC=C2N=CC(NC2=C1F)=O